tert-butyl 2-{[4-(trifluoromethyl)pyridin-2-yl]oxy}-6-azaspiro[3.5]nonane-6-carboxylate FC(C1=CC(=NC=C1)OC1CC2(C1)CN(CCC2)C(=O)OC(C)(C)C)(F)F